FC(C(=O)O)(F)F.FC(C(=O)O)(F)F.ClC=1C(=CC=C2C=CC=C(C12)C1=C(C=2N=C(N=CC2C=N1)OCC12CCCN2CCC1)F)F 7-(8-chloro-7-fluoronaphthalen-1-yl)-8-fluoro-2-((tetrahydro-1H-pyrrolizin-7a(5H)-yl)methoxy)pyrido[4,3-d]pyrimidine bis(2,2,2-trifluoroacetate)